C(C)(C)(C)OC(N([C@@H]1COC2(C1)CCNCC2)C[C@@H](COC2=CC(=CC=C2)S(=O)(=O)C2CC2)O)=O.CNC(COC2=C(C=C(C=C2)Cl)Cl)=O N-methyl-2-(2,4-dichlorophenoxy)acetamide tert-butyl-((S)-3-(3-(cyclopropylsulfonyl)phenoxy)-2-hydroxypropyl)((S)-1-oxa-8-azaspiro[4.5]decan-3-yl)carbamate